COC1=CC(=C(C=C1B1O[C@]2([C@@H]3C([C@H](C[C@]2(O1)C)C3)(C)C)C)C3=CC=C1C(=CN=NC1=C3)N)N3N=CC=C3 7-[4-METHOXY-2-PYRAZOL-1-YL-5-[(1S,2S,6R,8S)-2,6,9,9-TETRAMETHYL-3,5-DIOXA-4-BORATRICYCLO[6.1.1.02,6]DECAN-4-YL]PHENYL]CINNOLIN-4-AMINE